6-(pyrrolidin-1-yl)benzamide N1(CCCC1)C1=CC=CC=C1C(=O)N